C(C)(=O)O.C(C)(C)(C)OC(N[C@H](C(=O)/N=C(/SC)\N(C)C)C)=O N-[(1S)-2-[(E)-[dimethylamino(methylsulfanyl)methylene]amino]-1-methyl-2-oxo-ethyl]carbamic acid tert-butyl ester acetate